S1C=NC2=C1C(=CC=C2)N2CC1(CN(C1)C(=O)OC(C)(C)C)C(C2)C(=O)O 6-(benzo[d]thiazol-7-yl)-2-(tert-butoxycarbonyl)-2,6-diazaspiro[3.4]octane-8-carboxylic acid